ClC1=C(OC2=C(C=CC=C2)NC(=O)C=2C(=NNC2)C(F)F)C=CC(=C1)C(F)(F)F N-(2-(2-chloro-4-(trifluoromethyl)phenoxy)phenyl)-3-(difluoromethyl)-1H-pyrazole-4-carboxamide